CN1N=C(C(=C1)C1=CC=NC=C1)C1=CC=C(OCC2=NC3=CC=CC=C3C=C2C(=O)NS(=O)(=O)C)C=C1 2-[[4-[1-methyl-4-(4-pyridinyl)pyrazol-3-yl]phenoxy]methyl]-N-methylsulfonyl-quinoline-3-carboxamide